tert-butyl (6R,7R)-7-((3-(2,6-bis(benzyloxy)pyridin-3-yl)-1-methyl-1H-indazol-7-yl)amino)-6-methyl-2-azaspiro[3.5]nonane-2-carboxylate C(C1=CC=CC=C1)OC1=NC(=CC=C1C1=NN(C2=C(C=CC=C12)N[C@H]1[C@@H](CC2(CN(C2)C(=O)OC(C)(C)C)CC1)C)C)OCC1=CC=CC=C1